CC=1C=CC(=NC1)C=O 5-methylpyridine-formaldehyde